ClC1=C(C=CC=C1)C1=NC2=CC=CC=C2C=C1OC1=CC(=C(C=C1)OC)OC 2-(2-chlorophenyl)-3-(3,4-dimethoxyphenoxy)quinoline